1-[5-[[5-chloro-4-(1-cyclohexylpyrazol-4-yl)pyrimidin-2-yl]amino]-3-pyridyl]pyrrolidin-2-one ClC=1C(=NC(=NC1)NC=1C=C(C=NC1)N1C(CCC1)=O)C=1C=NN(C1)C1CCCCC1